FC1=CC(=C(OC=2C(N(C=CC2C=2C3=C(C(N(C2)C)=O)NC=C3)CCC(F)(F)F)=O)C(=C1)C)C 4-(3-(4-fluoro-2,6-dimethylphenoxy)-2-oxo-1-(3,3,3-trifluoropropyl)-1,2-dihydropyridin-4-yl)-6-methyl-1,6-dihydro-7H-pyrrolo[2,3-c]pyridin-7-one